(3-chlorophenyl)methyl-ethyl-amine ClC=1C=C(C=CC1)CNCC